7-(2-Fluoro-5-(7-isopropyl-7H-imidazo[4,5-c]pyridazin-4-yl)phenyl)-6-methoxy-4-methyl-2H-benzo[b][1,4]oxazin-3(4H)-one FC1=C(C=C(C=C1)C=1C2=C(N=NC1)N(C=N2)C(C)C)C=2C(=CC1=C(OCC(N1C)=O)C2)OC